C1(CCCCC1)NC(=O)OC=1C=C(C=CC1)C=1C=NC=C(C(=O)OCC)C1 ethyl 5-(3-((cyclohexylcarbamoyl)oxy)phenyl)nicotinate